BrCC/C=C/CCCCCCCCC(=O)[O-] (8E)-11-bromo-8-undecenylacetate